1-(4-ethoxy-2,5-dimethoxyphenyl)propan-2-amine C(C)OC1=CC(=C(C=C1OC)CC(C)N)OC